FC=1C=C(C=C(C1)F)C1CC=NN1C(=O)C12CC(C1)(C2)CN2N=CC1=CC(=CC=C21)F (5-(3,5-Difluorophenyl)-4,5-dihydro-1H-pyrazol-1-yl)(3-((5-fluoro-1H-indazol-1-yl)methyl)bicyclo[1.1.1]pent-1-yl)methanone